Tert-butyl 1-(5-(3-(5-(pentan-3-ylcarbamoyl)oxazol-2-yl)phenyl)-1H-pyrazole-3-carbonyl)pyrrolidine-3-carboxylate trifluoroacetate FC(C(=O)O)(F)F.CCC(CC)NC(=O)C1=CN=C(O1)C=1C=C(C=CC1)C1=CC(=NN1)C(=O)N1CC(CC1)C(=O)OC(C)(C)C